OC1=C(C=CC=C1)C1=C(C=CC=C1)OC=C 2-hydroxy-2'-methylenemethoxybiphenyl